1,1-diphenyl-N-(5,6,7,8-tetrahydroquinolin-2-yl)methanimine C1(=CC=CC=C1)C(=NC1=NC=2CCCCC2C=C1)C1=CC=CC=C1